CC=1N(C=CN1)[C@H](C)C1=CC=C(C=C1)NC(=O)N[C@H]1COCC1 |o1:6| 1-(4-((R*)-1-(2-methyl-1H-imidazol-1-yl)ethyl)phenyl)-3-((R)-tetrahydrofuran-3-yl)urea